4-(4-chloro-2-fluorophenyl)-3-(3-chlorophenyl)-5-neopentylpyrrolidine-2-carboxylic acid tert-butyl ester C(C)(C)(C)OC(=O)C1NC(C(C1C1=CC(=CC=C1)Cl)C1=C(C=C(C=C1)Cl)F)CC(C)(C)C